ethyl 2-cyclopropyl-2-(4-(6-methoxynicotinoyl)piperazin-1-yl)acetate C1(CC1)C(C(=O)OCC)N1CCN(CC1)C(C1=CN=C(C=C1)OC)=O